BrC1=CC=C2C(CCO2)=C1O 5-bromo-2,3-dihydrobenzofuran-4-ol